N1CCCCC1 1,2,3,4,5,6-hexahydropyridine